BrC=1C=CC=C2C(N(C(=NC12)Cl)CC=1C=NN(C1)C)=O 8-bromo-2-chloro-3-((1-methyl-1H-pyrazol-4-yl)methyl)quinazolin-4(3H)-one